1-Methyl-4-Phenylpyridinium Iodide [I-].C[N+]1=CC=C(C=C1)C1=CC=CC=C1